2-[4-(4-chlorophenyl)-5-(pyridin-4-yl)-1H-imidazol-1-yl]-N-(4,4-difluoropyrrolidin-3-yl)acetamide ClC1=CC=C(C=C1)C=1N=CN(C1C1=CC=NC=C1)CC(=O)NC1CNCC1(F)F